CN1C(=NN=C1C)C1=C(C(=CC=C1)[N+](=O)[O-])N[C@@H](CCCCNC(OC(C)(C)C)=O)C tert-butyl (R)-(5-((2-(4,5-dimethyl-4H-1,2,4-triazol-3-yl)-6-nitrophenyl)amino)hexyl)carbamate